ClC=1C(=C(N=NC1)N1CC(C1)(F)F)OC chloro-3-(3,3-difluoroazetidin-1-yl)-4-methoxypyridazine